COC1=CC(=C(C=C1)C1=NN2C(=NC=3C=CC=CC3C2=N1)N[C@H]1C(NCCCC1)=O)C(F)(F)F (3R)-3-({2-[4-methoxy-2-(trifluoromethyl)phenyl][1,2,4]triazolo[1,5-c]quinazolin-5-yl}amino)azepan-2-one